1-(5-Bromo-3-phenyl-1H-indol-1-yl)naphthalen-2-ol BrC=1C=C2C(=CN(C2=CC1)C1=C(C=CC2=CC=CC=C12)O)C1=CC=CC=C1